4-((R/S)-(5-methyl-2H-tetrazol-2-yl)(phenyl)methyl)piperidin CC=1N=NN(N1)[C@H](C1CCNCC1)C1=CC=CC=C1 |r|